C(=C)C1=CC=CC2=C(C=CC=C12)C=C 1,5-divinyl-naphthalene